C(C)OC(=O)C1=C(C=C(OC2=C(C=C3CCN([C@@](C3=C2)(CC(NC=2SC=CN2)=O)C)C(=O)OC(C)(C)C)O)C=C1)F tert-butyl (R)-7-(4-(ethoxycarbonyl)-3-fluorophenoxy)-6-hydroxy-1-methyl-1-(2-oxo-2-(thiazol-2-ylamino)ethyl)-3,4-dihydroisoquinoline-2(1H)-carboxylate